N1C(=NC2=C1C=CC=C2)C=2C=C(C=CC2Cl)C=2C(=C(C(=O)N)C=CC2S(=O)(=O)NC2=C(C=C(C=C2)F)F)Cl [3-(1H-benzimidazol-2-yl)-4-chlorophenyl]-4-(2,4-difluoroanilino)sulfonyl-2-chlorobenzamide